ClC1=CC=C(C=C1)C1=CC=CC=2C3=C(SC21)C(=CC=C3)C=3C=CC=2N(C1=CC=CC=C1C2C3)C3=CC=CC=C3 3-(6-(4-chlorophenyl)dibenzo[b,d]thiophen-4-yl)-9-phenyl-9H-carbazole